1-allyl-6-chloro-3-(4-fluorobutyl)-1,3,4,9-tetrahydro-[1,2,6]thiadiazino[4,3-g]indole 2,2-dioxide C(C=C)N1S(N(CC=2C=C(C=3C=CNC3C21)Cl)CCCCF)(=O)=O